N-(2-Furanylmethyl)-1,4-dihydro-5-methoxy-1-methyl-2,4-dioxo-6-propylpyrido[2,3-d]pyrimidine-3(2H)-acetamide O1C(=CC=C1)CNC(CN1C(N(C2=C(C1=O)C(=C(C=N2)CCC)OC)C)=O)=O